C/C(=C\\C1CCCC2=C1C3=C(O2)C=CC(=C3)O)/C=C(/C=C/C(=O)O)\\OC The molecule is a monocarboxylic acid that is (2E,4Z,6E)-4-methoxy-6-methylhepta-2,4,6-trienoic acid substituted at position 7 by an 8-hydroxy-1,2,3,4-tetrahydrodibenzofuran-1-yl group. It has a role as a metabolite. It is an enol ether, a member of dibenzofurans, a member of phenols and an alpha,beta-unsaturated monocarboxylic acid.